N1CC(CC1)NC=1SC=CN1 N-(pyrrolidin-3-yl)thiazol-2-amine